C1(=CC=C(C=C1)C(=NC(C)=O)C1=C(OC2=C1C=CC=C2)C(F)(F)F)C N-(p-Tolyl(2-(trifluoromethyl)benzofuran-3-yl)methylene)acetamide